CC12CC(N(C2C1)C(CNC(C1=CC=C(C=C1)C1(COC1)C1=CC=CC=C1)=O)=O)C(=O)N 5-methyl-2-((4-(3-phenyloxetan-3-yl)benzoyl)glycyl)-2-azabicyclo[3.1.0]hexane-3-carboxamide